C(C=C)(=O)OC.[Si] silicon (methyl) acrylate